(R)-5-(2-(dimethylamino)ethoxy)-2-methyl-N-(1-(3-(1-methyl-1H-pyrazol-4-yl)-5-(thiazol-4-yl)phenyl)ethyl)benzamide CN(CCOC=1C=CC(=C(C(=O)N[C@H](C)C2=CC(=CC(=C2)C=2N=CSC2)C=2C=NN(C2)C)C1)C)C